C(CCCCCCCCCCC)(=O)OCCCCC(OC(NCCN(C(OC(C)(C)C)=O)CCN(C)C)=O)CCCCOC(CCCCCCCCCCC)=O 5-[2-(dimethylamino) ethyl]-2,2-dimethyl-4,9-dioxo-11-{4-[(1-oxododecyl) oxy] butyl}-5,8-diaza-3,10-dioxapentadec-15-yl dodecanoate